2'-deoxy-N7-methylguanosine C[N+]1=CN([C@H]2C[C@H](O)[C@@H](CO)O2)C=2N=C(NC(C12)=O)N